C1([C@@H](O)[C@@H](O)[C@H](O)[C@H](O1)CO)[C@@]1([C@@H]([C@H](C(O)O[C@@H]1CO)NC(C)=O)O)O 4-mannosyl-N-acetylglucosamine